ClP(C1=CC=CC=C1)C(C)(C)C chloro(tert-butyl)phenylphosphine